C(CCC)OC(=O)N1CC(C1)C12CC(C1)(C2)CNC2(CC2)C(F)(F)F.NOC=2NC1=CC=CC=C1C2 aminooxyindole butyl-3-[3-[[[1-(trifluoromethyl)cyclopropyl]amino]methyl]-1-bicyclo[1.1.1]pentanyl]azetidine-1-carboxylate